FC1(C(OC2=C(O1)C=CC(=C2)/C=C/C(=O)C2=C(C(=O)O)C=CC=C2)(F)F)F 2-[(E)-3-(2,2,3,3-Tetrafluoro-1,4-benzodioxin-6-yl)prop-2-enoyl]benzoic acid